N1C(CCC1)C=O PYRROLIDINE-2-CARBALDEHYDE